C(C)(=O)N1CC2=CC=C(C=C2C1)CCNC=1N=CC2=C(N1)N(C(C(=C2)C=2C(=C(C=CC2F)NS(=O)(=O)N2C[C@@H](CC2)F)F)=O)C (3R)-N-[3-[2-[2-(2-acetyl-1,3-dihydro-isoindol-5-yl)ethylamino]-8-methyl-7-oxopyrido[2,3-d]pyrimidin-6-yl]-2,4-difluorophenyl]-3-fluoropyrrolidine-1-sulfonamide